N-(4-(2-methoxyethoxy)-2-(1-methyl-1H-pyrazol-4-yl)quinolin-6-yl)oxetan-3-carboxamide COCCOC1=CC(=NC2=CC=C(C=C12)NC(=O)C1COC1)C=1C=NN(C1)C